O1CCC(CC1)N1CCOC2(C1)CCN(CC2)C(=O)OC(C)(C)C tert-butyl 4-(tetrahydro-2H-pyran-4-yl)-1-oxa-4,9-diazaspiro[5.5]undecane-9-carboxylate